C(C#C)C1NCCNC1 2-(prop-2-yn-1-yl)piperazine